3-(4-(Pyridin-4-ylmethyl)-1H-imidazol-2-yl)-1-(trifluoromethyl)cyclobutan-1-ol N1=CC=C(C=C1)CC=1N=C(NC1)C1CC(C1)(O)C(F)(F)F